aminomethyldisulfanylmethanamine NCSSCN